1,2-diaminomethyl-cyclobutane NCC1C(CC1)CN